BrC=1C=CC(=C(C1)NC=C1C(OC(OC1=O)(C)C)=O)C 5-(((5-bromo-2-methylphenyl)amino)methylene)-2,2-dimethyl-1,3-dioxane-4,6-dione